[NH4+].C(\C=C/C(=O)[O-])(=O)[O-].[NH4+] maleic acid, ammonium salt